5-({2-methoxy-4-[(piperazin-1-yl)methyl]phenyl}methyl)-4-(pentylsulfanyl)-5H-pyrrolo[3,2-d]pyrimidin-2-amine COC1=C(C=CC(=C1)CN1CCNCC1)CN1C=CC=2N=C(N=C(C21)SCCCCC)N